benzyl (1R,5S)-3-methylene-8-azabicyclo[3.2.1]octane-8-carboxylate C=C1C[C@H]2CC[C@@H](C1)N2C(=O)OCC2=CC=CC=C2